[Ir](Cl)(Cl)Cl.C(=O)(P(C1=CC=CC=C1)(C1=CC=CC=C1)C1=CC=CC=C1)P(C1=CC=CC=C1)(C1=CC=CC=C1)C1=CC=CC=C1 carbonylbis(triphenylphosphine) iridium chloride